3-((4-iodobenzyl)oxy)-2-phenylpiperidine IC1=CC=C(COC2C(NCCC2)C2=CC=CC=C2)C=C1